C(C)(C)N1CCC(CC1)NC1=NC(=NC2=CC(=C(C=C12)OC)C#CCCN1CCCC1)N1CCCCC1 N-(1-isopropylpiperidine-4-yl)-6-methoxy-2-(piperidine-1-yl)-7-(4-(pyrrolidine-1-yl)but-1-yn-1-yl)quinazolin-4-amine